BrC1=C(C(=CC(=C1)Cl)C(N)=O)NC(=O)C=1N(N=C(C1)CN1N=C(N=N1)C(F)(F)F)CC(F)F N-(2-bromo-6-carbamoyl-4-chloro-phenyl)-2-(2,2-difluoroethyl)-5-[[5-(trifluoromethyl)tetrazol-2-yl]methyl]pyrazole-3-carboxamide